CN(C([O-])=O)CCC[Si](OC)(OC)OC N-methyl-[3-(trimethoxysilyl)propyl]carbamate